L-alpha-aminoadipic acid monosodium salt [Na+].N[C@H](C(=O)[O-])CCCC(=O)O